FC=1C(=C(OC=2C=C3C(=NC2)N(C=N3)C)C=CC1[N+](=O)[O-])C 6-(3-fluoro-2-methyl-4-nitrophenoxy)-3-methyl-3H-imidazo[4,5-b]pyridine